4-[(2S,4S)-4-[tert-butoxycarbonyl(methyl)amino]-2-methyl-pyrrolidin-1-yl]-2-methyl-indazole-7-carboxylic acid C(C)(C)(C)OC(=O)N([C@H]1C[C@@H](N(C1)C=1C2=CN(N=C2C(=CC1)C(=O)O)C)C)C